NC=1N(N=C2CN(CCC21)CC)C(=O)[C@H]2CCNC1=CC=C(C=C21)F |o1:14| (S*)-(3-amino-6-ethyl-4,5,6,7-tetrahydropyrazolo[3,4-c]pyridin-2-yl)(6-fluoro-1,2,3,4-tetrahydroquinolin-4-yl)methanone